OC[C@@H](CC(C)C)NC(OC(C)(C)C)=O tert-butyl N-[(1R)-1-(hydroxymethyl)-3-methyl-butyl]carbamate